cyclooctadiene dichloride [Cl-].[Cl-].C1=CC=CCCCC1